C1(C=CC=C1)[Pd]CC=C Cyclopentadienyl-allylpalladium